BrC1=C2CCC[C@@H](C2=CC=C1)NC1=NC(=C(C#N)C=C1I)OC (S)-6-((5-bromo-1,2,3,4-tetrahydronaphthalen-1-yl)amino)-5-iodo-2-methoxynicotinonitrile